CC1(CCC(CC1)N=C=O)C 4,4-dimethylcyclohexyl isocyanate